5-chloro-2-(methoxy-d3)benzoic acid ClC=1C=CC(=C(C(=O)O)C1)OC([2H])([2H])[2H]